7-(5-chloro-2-(2-(5-cyano-2-methyl-4-oxo-7-(trifluoromethyl)quinazolin-3(4H)-yl)ethoxy)phenyl)thieno[3,2-b]pyridine-3-carboxylic acid ClC=1C=CC(=C(C1)C1=C2C(=NC=C1)C(=CS2)C(=O)O)OCCN2C(=NC1=CC(=CC(=C1C2=O)C#N)C(F)(F)F)C